C(C1=CC=CC=C1)(=O)N1CC(C1)CN1N=C(C=CC1=O)N1N=C(C=C1C)C 2-[(1-benzoylazetidin-3-yl)methyl]-6-(3,5-dimethylpyrazol-1-yl)pyridazin-3-one